[Si](C)(C)(C(C)(C)C)OCC=1OC(=CC1)CO[Si](C)(C)C(C)(C)C 2,5-bis(((tert-butyldimethylsilyl)oxy)methyl)furan